(2,6-dimethylphenoxy)(1,3-bis(2,4,6-trimethylphenyl)-imidazolinimine) vanadium [V].CC1=C(OC2N(CC(N2C2=C(C=C(C=C2C)C)C)=N)C2=C(C=C(C=C2C)C)C)C(=CC=C1)C